6-bromo-2-cyclopropyl-8-methoxy-3,4-dihydroisoquinolin-1-one BrC=1C=C2CCN(C(C2=C(C1)OC)=O)C1CC1